6-Bromo-2-phenylquinoline BrC=1C=C2C=CC(=NC2=CC1)C1=CC=CC=C1